FC(CN1C(=NC2=C1C=C(C=C2)C2=CNC=1N=C(N=C(C12)OC)NC1CC(C1)(C(=O)N(C)C)C)C)F (1r,3r)-3-((5-(1-(2,2-difluoroethyl)-2-methyl-1H-benzo[d]imidazol-6-yl)-4-methoxy-7H-pyrrolo[2,3-d]pyrimidin-2-yl)amino)-N,N,1-trimethylcyclobutane-1-carboxamide